C(C)(C)(C)C=1C=C(C=C(C1)C(C)(C)C)NC(=O)N 3,5-di-tert-butylphenylurea